NC1=CC=CC(=N1)S(=O)(=O)NC(=O)C=1C(=NC(=CC1)C1=C(C=CC(=C1)OC)F)OC1=C(C=C(C=C1C)C)C N-[(6-Amino-2-pyridyl)sulfonyl]-6-(2-fluoro-5-methoxyphenyl)-2-(2,4,6-trimethylphenoxy)pyridin-3-carboxamid